N1N=CC(=C1)B(O)O (1H-pyrazol-4-yl)boronic acid